(E)-1-(4-(2,2-difluorobenzo[d][1,3]dioxol-5-carbonyl)piperazin-1-yl)-3-(pyridin-4-yl)prop-2-en-1-one FC1(OC2=C(O1)C=CC(=C2)C(=O)N2CCN(CC2)C(\C=C\C2=CC=NC=C2)=O)F